C(C)(C)(C)OC(=O)NCCOC1=C(C(=O)OC)C=C(C=C1)Cl methyl 2-(2-((tert-butoxycarbonyl)amino)ethoxy)-5-chlorobenzoate